methyl(pyridine-2-yl)((trimethylsilyl)imino)-λ6-sulfanone CS(=O)(=N[Si](C)(C)C)C1=NC=CC=C1